2-(1H-benzo[d]imidazol-1-yl)-N-[4-(3,5-dicyclopropyl-1H-pyrazol-1-yl)phenyl]acetamide N1(C=NC2=C1C=CC=C2)CC(=O)NC2=CC=C(C=C2)N2N=C(C=C2C2CC2)C2CC2